4-Methylbenzenesulfonic acid 3-(4,4-difluoropiperidin-1-yl)-2,2-difluoropropyl ester FC1(CCN(CC1)CC(COS(=O)(=O)C1=CC=C(C=C1)C)(F)F)F